COCCNC=1SC=CN1 2-[(2-methoxyethyl)amino]-1,3-thiazole